FC(COC=1C=CC=2C(N1)=NNC2C(=O)O)(F)F 6-(2,2,2-trifluoroethoxy)-2H-pyrazolo[3,4-b]pyridine-3-carboxylic acid